BrC1=C(OCC#N)C(=CC=C1)C=O 2-(2-bromo-6-formylphenoxy)acetonitrile